N1,N1-dimethyl-N2-(2-nitrophenyl)ethane-1,2-diamine CN(CCNC1=C(C=CC=C1)[N+](=O)[O-])C